C(C(=C)C)(=O)CCC=CNC(=O)N N-(2-methacryloylethyl)vinylurea